(R)-2-Methoxy-6-(propan-2-yl-1-d)naphthalene COC1=CC2=CC=C(C=C2C=C1)[C@@H](C[2H])C